(5'S,7a'R)-3-(cyclobutylmethoxy)-5'-(pyrazin-2-yl)tetrahydro-3'H-spiro[cyclobutane-1,2'-pyrrolo[2,1-b]oxazol]-3'-one C1(CCC1)COC1CC2(C(N3[C@H](O2)CC[C@H]3C3=NC=CN=C3)=O)C1